OC1=CC=2C3=C(C(=CC=C3CC3N(CCC(=C1)C23)C)O)O 2,10,11-trihydroxyaporphine